(5-methyl-2-pyridinyl)methylamine CC=1C=CC(=NC1)CN